C(C)(C)(C)OC(=O)N1CCC(CC1)C1=CC(=C(C(=C1)OC)C(=O)OC)C#N.C1(=NN=CC12CCC=C2)C#N Diazaspiro[4.4]non-1,3,8-trienenitrile tert-butyl-4-(3-cyano-5-methoxy-4-methoxycarbonyl-phenyl)piperidine-1-carboxylate